COC1=C(C(=CC=C1)OC)C1=CNC2=NC(=CC=C21)NC(=O)C2CC21CN(C1)C N-(3-(2,6-dimethoxyphenyl)-1H-pyrrolo[2,3-b]pyridin-6-yl)-5-methyl-5-azaspiro[2.3]hexane-1-carboxamide